Cl.O1CCNCCC1 1,4-oxazepane hydrochloride